ClC=1C=CC(=C(C1)C1=C2C(=NC(=C1)C)C(=CS2)C(=O)OC(C)C)OCCN2C(=NC=1CCC(CC1C2=O)N2CC1=CC(=C(C=C1C2)F)F)C isopropyl 7-(5-chloro-2-(2-(6-(5,6-difluoroisoindolin-2-yl)-2-methyl-4-oxo-5,6,7,8-tetrahydroquinazolin-3(4H)-yl)ethoxy)phenyl)-5-methylthieno[3,2-b]pyridine-3-carboxylate